COC1=C(C=C(C=C1)[C@@H](C)NC(C1=C(C=CC(=C1)N1CCN(CC1)C)C)=O)C1=NN(C=C1)C N-[(1R)-1-[4-Methoxy-3-(1-methylpyrazol-3-yl)phenyl]ethyl]-2-methyl-5-(4-methylpiperazin-1-yl)benzamide